(rac)-(6-(4-Chloro-3-methylphenyl)-2-azaspiro[3.4]octan-2-yl)((1s,3s)-3-hydroxy-3-methylcyclobutyl)methanon ClC1=C(C=C(C=C1)[C@H]1CC2(CN(C2)C(=O)C2CC(C2)(C)O)CC1)C |r|